CC1=CC=C(C=C1)S(=O)(=O)[O-].CN(C1=CC=[NH+]C=C1)C 4-(dimethylamino)pyridinium 4-toluenesulfonate